3-(6-oxo-1'-(((1S,2S)-2-phenylcyclopropyl)methyl)-6,8-dihydro-2H,7H-spiro[furo[2,3-e]isoindole-3,4'-piperidin]-7-yl)piperidine-2,6-dione O=C1N(CC2=C3C(=CC=C12)C1(CCN(CC1)C[C@@H]1[C@H](C1)C1=CC=CC=C1)CO3)C3C(NC(CC3)=O)=O